C(=O)(O)C(CC1=CC=C(C=C1)OCCOCCOCCOCC)N1CCN(CCN(CCN(CC1)CC(=O)[O-])C(C(=O)[O-])COC)CC(=O)[O-].[Gd+3] gadolinium 2-{7-[1-carboxy-2-(4-{2-[2-(2-ethoxyethoxy)ethoxy]ethoxy} phenyl)ethyl]-4,10-bis(carboxylatomethyl)-1,4,7,10-tetraazacyclododecan-1-yl}-3-methoxypropanoate